3,4-dimethyl-cyclopentanedione CC1C(C(CC1C)=O)=O